FC=1C(=C(C=CC1F)CN1CC(C1)(O)CNC(CC(C)(C)C)(C)C)NC1=C(C=C(C=C1)I)F 1-({3,4-difluoro-2-[(2-fluoro-4-iodophenyl)amino]phenyl}carbanyl)-3-{[(1,1,3,3-tetramethylbutyl)amino]methyl}azetidin-3-ol